BrC1=CC=C(OC2=CC(=CC(=C2)Cl)OC2=CC(=CC=C2)C(C)(C)C)C=C1 1-(4-bromophenoxy)-3-(3-t-butylphenoxy)-5-chloro-benzene